FC1=CC=CC=2C3CC[C@@]4(C(C[C@H](C4C3CCC12)CCC(=O)N1CCN(CC1)C1CCN(CC1)C)=O)C (13S,15R)-4-fluoro-13-methyl-15-(3-(4-(1-methylpiperidin-4-yl)piperazin-1-yl)-3-oxopropyl)-6,7,8,9,11,12,13,14,15,16-decahydro-17H-cyclopenta[a]phenanthren-17-one